C[C@H](CCC)O (R)-2-pentanol